N1C=C(C2=CC=CC=C12)CC(CCCC)C=1C2=C(SC1C(=O)N)C=C(C(=C2)F)N2CCN(CC2)C (1-(1H-indol-3-yl)hexan-2-yl)-5-fluoro-6-(4-methylpiperazin-1-yl)benzo[b]thiophene-2-carboxamide